C(C)(C)(C)OC(=O)N[C@H]1[C@@H](C1)C(=O)O (trans)-2-[(tert-butoxy)carbonyl]Aminocyclopropane-1-carboxylic acid